C(C(O)CC(=O)O)(=O)O.FC=1C=C(C=CC1OC1=C2C(=NC=C1)C=C(S2)C2=NC=C(C=C2)CNCCOC)N(C(=O)C2(CC2)C(=O)N)C2=CC=C(C=C2)F N-(3-fluoro-4-((2-(5-(((2-methoxyethyl)amino)methyl)pyridin-2-yl)thieno[3,2-b]pyridin-7-yl)oxy)phenyl)-N-(4-fluorophenyl)cyclopropane-1,1-dicarboxamide Malate